9-((1s,4s)-4-hydroxycyclohexyl)-7-methyl-2-((7-methylquinoxalin-6-yl)amino)-7,9-dihydro-8H-purin-8-one OC1CCC(CC1)N1C2=NC(=NC=C2N(C1=O)C)NC=1C=C2N=CC=NC2=CC1C